ClC1=CC=C(C(=N1)C(=O)O)N[C@H](C)C1=C2N=C(C(=NC2=CC(=C1)C)C#N)C1=CC=NC=C1 (R)-6-chloro-3-((1-(2-cyano-7-methyl-3-(pyridin-4-yl)quinoxalin-5-yl)ethyl)amino)picolinic acid